2-[[1-chloro-4-(2-chloro-4-fluoro-phenyl)-7-isoquinolyl]oxy]propanenitrile ClC1=NC=C(C2=CC=C(C=C12)OC(C#N)C)C1=C(C=C(C=C1)F)Cl